(6-bromo-5-methoxy-1-tosyl-1H-indol-2-yl)methanamine hydrochloride Cl.BrC1=C(C=C2C=C(N(C2=C1)S(=O)(=O)C1=CC=C(C)C=C1)CN)OC